N1=NC=C(C=C1)C1=NN2C(N=C(C=C2N2CCOCC2)N2N=C(C=C2)C=2C=C(C=CC2)C)=C1 4-(2-(pyridazin-4-yl)-5-(3-(m-tolyl)-1H-pyrazol-1-yl)pyrazolo[1,5-a]pyrimidin-7-yl)morpholine